2,2'-Dithiobis(benzothiazole) S1C(=NC2=C1C=CC=C2)SSC=2SC1=C(N2)C=CC=C1